6-(5-((3-(difluoromethyl)-5-(4-methyl-1-oxo-1,3-dihydroisobenzofuran-5-yl)piperazin-1-yl)methyl)-1,3,4-oxadiazol-2-yl)-4-methylpyridine-3-carbonitrile FC(C1CN(CC(N1)C=1C(=C2COC(C2=CC1)=O)C)CC1=NN=C(O1)C1=CC(=C(C=N1)C#N)C)F